tert-butyl 4-(1-(4-chloro-2-fluorophenethyl)-2-oxo-1,2-dihydropyridin-3-yl)piperazine-1-carboxylate ClC1=CC(=C(CCN2C(C(=CC=C2)N2CCN(CC2)C(=O)OC(C)(C)C)=O)C=C1)F